5-(3-(5-(2-cyclopropylethyl)-1H-pyrrol-3-yl)-2-fluoro-6-hydroxyphenyl)-1,2,5-thiadiazolidin-3-one 1,1-dioxide C1(CC1)CCC1=CC(=CN1)C=1C(=C(C(=CC1)O)N1CC(NS1(=O)=O)=O)F